O(O)O.[Fe].[Co] cobalt-iron (oxy) hydroxide